(3-chloro-4-methyl-6,7-dihydro-5H-pyrido[2,3-C]pyridazin-8-yl)-5-[3-[4-[3-(ethylamino)-3-methyl-but-1-ynyl]-2-fluoro-phenoxy]propyl]thiazole-4-carboxylic acid methyl ester COC(=O)C=1N=C(SC1CCCOC1=C(C=C(C=C1)C#CC(C)(C)NCC)F)N1CCCC2=C1N=NC(=C2C)Cl